O=C1C(=NN(C2=CC=CC(=C12)S(=O)CC(F)(F)F)C1=CC=C(C=C1)OC(F)(F)F)C(=O)OCC ethyl 4-oxo-5-(2,2,2-trifluoroethylsulfinyl)-1-[4-(trifluoromethoxy)phenyl]cinnoline-3-carboxylate